C1(=C(C(=CC(=C1)C)C)C(CC(=O)C1=C(C=C(C=C1C)C)C)=O)C 1,3-Dimesityl-1,3-propanedione